(R)-4-(7-(8-ethynyl-7-fluoro-3-hydroxynaphthalen-1-yl)-8-fluoro-2-(((2R,7aS)-2-fluorotetrahydro-1H-pyrrolizin-7a(5H)-yl)methoxy)pyrido[4,3-d]pyrimidin-4-yl)-6-methyl-1,4-oxazepan-6-ol C(#C)C=1C(=CC=C2C=C(C=C(C12)C1=C(C=2N=C(N=C(C2C=N1)N1CCOC[C@@](C1)(O)C)OC[C@]12CCCN2C[C@@H](C1)F)F)O)F